5-isobutyl-4'-((2-methyl-1H-imidazol-1-yl)methyl)-N-(pyrimidin-2-yl)-[1,1'-biphenyl]-2-sulfonamide C(C(C)C)C1=CC=C(C(=C1)C1=CC=C(C=C1)CN1C(=NC=C1)C)S(=O)(=O)NC1=NC=CC=N1